2-bromo-1-(1H-imidazol-5-yl)ethanone BrCC(=O)C1=CN=CN1